tert-Butyl 4-{[({[(2S,5R)-6-benzyloxy-7-oxo-1,6-diazabicyclo[3.2.1]oct-2-yl]carbonyl}amino)oxy]methyl}piperidine-1-carboxylate C(C1=CC=CC=C1)ON1[C@@H]2CC[C@H](N(C1=O)C2)C(=O)NOCC2CCN(CC2)C(=O)OC(C)(C)C